disecbutylaminodisilane C(C)(CC)N(C(C)CC)[SiH2][SiH3]